ClC=1C=C(C=C(C1C)CN1CCOCC1)NC(CC1CN(C1)C(=O)OC(C)(C)C)=O tert-butyl 3-(2-((3-chloro-4-methyl-5-(morpholinomethyl)phenyl)amino)-2-oxoethyl)azetidine-1-carboxylate